CN1CCC(CC1)C1=CC=C(C=C1)B1OC(C)(C)C(C)(C)O1 4-(1-methyl-4-piperidinyl)phenylboronic acid pinacol ester